CN1CCC(CC1)C=1N=CN(C1)C(=O)NCCC#CC1=CC=CC=C1 4-(1-Methylpiperidin-4-yl)-N-(4-phenylbut-3-yn-1-yl)-1H-imidazole-1-carboxamide